gamma-(2,3-epoxypropoxy)allyl-trimethoxysilane tert-butyl-2,4-dichloro-5,7-dihydro-6H-pyrrolo[3,4-d]pyrimidine-6-carboxylate C(C)(C)(C)OC(=O)N1CC=2N=C(N=C(C2C1)Cl)Cl.C(C1CO1)OC=CC[Si](OC)(OC)OC